(3-Chloro-2,4-dimethyl-5,7-dihydro-6H-pyrrolo[3,4-b]pyridin-6-yl)(3-(isoxazol-5-yl)bicyclo[1.1.1]pentan-1-yl)methanone ClC=1C(=C2C(=NC1C)CN(C2)C(=O)C21CC(C2)(C1)C1=CC=NO1)C